NCC1=CC=C(C=C1)CN(C1=C(C(=NN1C(=O)C1=CSC=C1)C1C(N(C1C)C(=O)N1CCOCC1)=O)C)C 3-[5-({[4-(Aminomethyl)phenyl]methyl}(methyl)amino)-4-methyl-1-(thiophen-3-carbonyl)-1H-pyrazol-3-yl]-4-methyl-1-(morpholin-4-carbonyl)azetidin-2-on